4-amino-N-(8-(4,4-difluoropiperidin-1-yl)-1,7-naphthyridin-6-yl)-2-(6-azaspiro[2.5]oct-6-yl)benzamide NC1=CC(=C(C(=O)NC=2C=C3C=CC=NC3=C(N2)N2CCC(CC2)(F)F)C=C1)N1CCC2(CC2)CC1